methyl N-[5-[6-[(4-cyano-3-methoxy-benzoyl)-methyl-amino]imidazo[1,2-a]pyridin-3-yl]-2-pyridyl]carbamate C(#N)C1=C(C=C(C(=O)N(C=2C=CC=3N(C2)C(=CN3)C=3C=CC(=NC3)NC(OC)=O)C)C=C1)OC